6-(Chloromethyl)-2-tosyl-2,3-dihydro-1H-pyrrolo[3,4-c]pyridine ClCC1=CC2=C(C=N1)CN(C2)S(=O)(=O)C2=CC=C(C)C=C2